(R)-3-methylpiperidine-1-carbonitrile C[C@H]1CN(CCC1)C#N